C(C)(C)(C)OC(=O)N[C@@H](CCC(=O)O)C(N[C@@H]([C@H](CC)C)C(NC)=O)=O (4S)-4-{[(tert-butoxy)carbonyl]amino}-4-{[(1S,2S)-2-methyl-1-(methylcarbamoyl)butyl]carbamoyl}butanoic acid